COC(=O)C12C(CC(CC1)CC2)OCC=2C(=NOC2C2CC2)C2=C(C=CC=C2Cl)Cl ((5-cyclopropyl-3-(2,6-dichlorophenyl)isoxazol-4-yl)methoxy)bicyclo[2.2.2]octane-1-carboxylic acid methyl ester